phenyl 4-chlorophenyl ether ClC1=CC=C(C=C1)OC1=CC=CC=C1